OC1=C(C=O)C=C(C=C1)C=1C=C2C(=NC=NC2=CC1)N[C@@H]1CN(CC1)C(=O)C1CCOCC1 (S)-2-hydroxy-5-(4-((1-(tetrahydro-2H-pyran-4-carbonyl)pyrrolidin-3-yl)amino)quinazolin-6-yl)benzaldehyde